CC1=CC(=CC2=C1C=CS2)C 4,6-dimethylbenzothiophene